C(#N)C1CC2(C1)C[C@H](N(CC2)C(=O)OCC2=CC=CC=C2)C2=CC=C(C=C2)C(=O)OC benzyl (S)-2-cyano-6-(4-(methoxycarbonyl) phenyl)-7-azaspiro[3.5]nonane-7-carboxylate